COC1=C2C(=NC=C1)C=CS2 7-methoxythieno[3,2-b]pyridine